Ethyl (R)-1-(8-(isopropylamino)-2-(methylsulfonyl)pyrido[3,4-d]pyrimidin-6-yl)benzoate C(C)(C)NC1=NC(=CC2=C1N=C(N=C2)S(=O)(=O)C)[C@@]2(C(=O)OCC)CC=CC=C2